1,2-dibromo-1,1-difluoroethane BrC(CBr)(F)F